6-(4-(1-methyl-1H-pyrazol-4-yl)-1H-pyrrolo[2,3-b]pyridin-3-yl)quinoline CN1N=CC(=C1)C1=C2C(=NC=C1)NC=C2C=2C=C1C=CC=NC1=CC2